(5RS,6RS)-2-[(3,5-Dichloropyridin-2-yl)methyl]-5-{[(3R,4S)-3,4-difluoropyrrolidin-1-yl]carbonyl}-6-(trifluoromethyl)-5,6,7,8-tetrahydro[1,2,4]triazolo[4,3-a]pyridin-3(2H)-one ClC=1C(=NC=C(C1)Cl)CN1N=C2N([C@H]([C@@H](CC2)C(F)(F)F)C(=O)N2C[C@H]([C@H](C2)F)F)C1=O |&1:13,14|